NC1CN(CCC1)CC1=CC(=NC=C1)C(=O)NC1=CC=C(C=C1)C1=CC2=C(N=CN=C2N2CCOCC2)N1 4-((3-aminopiperidin-1-yl)methyl)-N-(4-(4-morpholino-7H-pyrrolo[2,3-d]pyrimidin-6-yl)phenyl)picolinamide